piperidin-1-yl(4-(6-(((3aR,5s,6aS)-2-((tetrahydro-2H-pyran-4-yl)methyl)octahydrocyclopenta[c]pyrrol-5-yl)amino)pyridazin-3-yl)phenyl)methanone N1(CCCCC1)C(=O)C1=CC=C(C=C1)C=1N=NC(=CC1)NC1C[C@@H]2[C@@H](CN(C2)CC2CCOCC2)C1